C(#N)C=1C=C2C(N(C(=NC2=C(C1)C=1C=NC(=CC1)C)[C@@H]1N(CC(C1)=O)C(=O)OC(C)(C)C)C1=CC(=C(C=C1)OC)F)=O tert-butyl (R)-2-(6-cyano-3-(3-fluoro-4-methoxyphenyl)-8-(6-methylpyridin-3-yl)-4-oxo-3,4-dihydroquinazolin-2-yl)-4-oxopyrrolidine-1-carboxylate